1-bromo-3-ethyl-5-methylbenzene BrC1=CC(=CC(=C1)C)CC